FC=1C=C(C#N)C=CC1COC1=NC(=CC=C1)C1=CC(=C(C=C1)CC1=NC2=C(N1CCOC)C=C(C=C2)C=C)F 3-fluoro-4-[[6-[3-fluoro-4-[[1-(2-methoxyethyl)-6-vinyl-benzimidazol-2-yl]methyl]phenyl]-2-pyridyl]oxymethyl]benzonitrile